N1C=C(C2=CC=CC=C12)CC(=O)NC=1[Se]C(=CN1)C(=O)NC1=CC=C(C=C1)C(C)(C)C 2-(3-indoleacetamido)-N-(4-tert-butylphenyl)-1,3-selenazole-5-carboxamide